C(C1=CC=CC=C1)(=O)N1C[C@H]([C@H](C1)F)NC(C1=C(C=CC=C1)Cl)=O N-[(3R,4S)-1-benzoyl-4-fluoropyrrolidin-3-yl]-2-chlorobenzamide